CN(C(=O)C1=CC=2C(=CN=C(C2)C2=NC=CC(=C2)C2=NOC(=N2)C(F)(F)F)N1C)C N,N,1-Trimethyl-5-(4-(5-(trifluoromethyl)-1,2,4-oxadiazol-3-yl)pyridin-2-yl)-1H-pyrrolo[2,3-c]pyridine-2-carboxamide